(2S,3S,4S,5R)-6'-chloro-4-(3-chloro-2-fluorophenyl)-2-(2,2-dimethylpropyl)-1',2'-dihydrospiro[pyrrolidine-3,3'-pyrrolo[3,2-c]pyridine]-5-carboxylic acid ClC1=CC2=C(C=N1)[C@@]1(CN2)[C@@H](N[C@H]([C@@H]1C1=C(C(=CC=C1)Cl)F)C(=O)O)CC(C)(C)C